(3R,4S)-4-((7-bromo-6-chloro-5,8-difluoro-2-(methylthio)quinazolin-4-yl)(methyl)amino)tetrahydro-2H-pyran-3-ol BrC1=C(C(=C2C(=NC(=NC2=C1F)SC)N([C@@H]1[C@H](COCC1)O)C)F)Cl